2-(4-(hydroxymethyl)-2-morpholinothiazol-5-yl)propan-2-ol OCC=1N=C(SC1C(C)(C)O)N1CCOCC1